The molecule is a is a monophosphoglyceric acid having the phosphate group at the 3-position as well as an alpha-D-mannosyl residue attached at the 2-position. It is a conjugate acid of a 2-(alpha-D-mannosyl)-3-phosphonatoglycerate(3-). C([C@@H]1[C@H]([C@@H]([C@@H]([C@H](O1)OC(COP(=O)(O)O)C(=O)O)O)O)O)O